(2S,3R,E)-N-benzyl-3-methyl-5-phenyl-2-(m-tolyl)pent-4-enamide C(C1=CC=CC=C1)NC([C@@H]([C@@H](\C=C\C1=CC=CC=C1)C)C=1C=C(C=CC1)C)=O